2-((tetrahydro-2H-pyran-2-yl)oxy)propyl 4-methylbenzenesulfonate CC1=CC=C(C=C1)S(=O)(=O)OCC(C)OC1OCCCC1